trans-4-(((trans-4-(3-Chloro-4-methoxyphenyl) cyclohexyl)methyl)(4-(2-cyclopropylthiazol-5-yl)pyridin-2-yl) carbamoyl)cyclohexyl 4-methylpiperazine-1-carboxylate CN1CCN(CC1)C(=O)O[C@@H]1CC[C@H](CC1)C(N(C1=NC=CC(=C1)C1=CN=C(S1)C1CC1)C[C@@H]1CC[C@H](CC1)C1=CC(=C(C=C1)OC)Cl)=O